{3-[2-({[3-fluoro-1-(3-fluoro(2-pyridyl))cyclobutyl]methyl}amino)pyrimidin-5-yl]phenyl}-N-(3-hydroxycyclobutyl)carboxamide FC1CC(C1)(C1=NC=CC=C1F)CNC1=NC=C(C=N1)C=1C=C(C=CC1)C(=O)NC1CC(C1)O